N-((cis)-3-(2-cyano-5-methylphenyl)cyclobutyl)-1-((S or R)-1-(4-methyl-6-((1R,5S)-2-oxo-3-azabicyclo[3.1.0]hexan-3-yl)pyridin-3-yl)ethyl)-1H-1,2,3-triazole-4-carboxamide C(#N)C1=C(C=C(C=C1)C)[C@H]1C[C@H](C1)NC(=O)C=1N=NN(C1)[C@@H](C)C=1C=NC(=CC1C)N1C([C@@H]2C[C@@H]2C1)=O |o1:21|